5-chloro-6-(4-(2,2,3,3,8,8,9,9-octamethyl-4,7-dioxa-3,8-disiladecan-5-yl)-2H-1,2,3-triazol-2-yl)pyridin-3-amine ClC=1C=C(C=NC1N1N=CC(=N1)C(O[Si](C(C)(C)C)(C)C)CO[Si](C(C)(C)C)(C)C)N